ε-aminocaproic acid lactate C(C(O)C)(=O)O.NCCCCCC(=O)O